3,3-dimethyl-6-((trimethylsilyl)ethynyl)-1,3-dihydro-2H-pyrrolo[3,2-b]pyridin-2-one CC1(C(NC=2C1=NC=C(C2)C#C[Si](C)(C)C)=O)C